methyl 2-(6-bromopyridazin-3-yl)-2-methylpropanoate BrC1=CC=C(N=N1)C(C(=O)OC)(C)C